1-allyl-3-(6-butyl-1H-benzo[d]imidazol-2-yl)urea C(C=C)NC(=O)NC1=NC2=C(N1)C=C(C=C2)CCCC